CC1=NC(=CC(=C1NC(CC1=CC(=CC(=C1)C)C)=O)C)N1CCOCC1 N-(2,4-Dimethyl-6-morpholin-4-yl-pyridin-3-yl)-2-(3,5-dimethyl-phenyl)-acetamide